C(CCCCCCCCCCC)N(C)C anti-dodecyl-dimethyl-amine